4-(1-Tosyl-2,3-dihydro-1H-pyrrolo[2,3-c]pyridin-4-yl)benzonitrile S(=O)(=O)(C1=CC=C(C)C=C1)N1CCC=2C1=CN=CC2C2=CC=C(C#N)C=C2